TOSYL-(2,4-DIFLUOROBENZYL)ISOCYANIDE S(=O)(=O)(C1=CC=C(C)C=C1)C(C1=C(C=C(C=C1)F)F)[N+]#[C-]